5-(4-((diethylamino)methyl)phenyl)-N-(3-(pyrrolidin-1-yl)propyl)thieno[3,2-b]pyridin-7-amine C(C)N(CC)CC1=CC=C(C=C1)C1=CC(=C2C(=N1)C=CS2)NCCCN2CCCC2